FC=1C=C(C=CC1)N(C(CC1=CC(=NO1)C)=O)CC1=NC=C(C=C1)C1=NOC(=N1)C(F)(F)F N-(3-fluorophenyl)-2-(3-methylisoxazol-5-yl)-N-((5-(5-(trifluoromethyl)-1,2,4-oxadiazol-3-yl)pyridin-2-yl)methyl)acetamide